pyrazolo[3,4-d]pyrimidine-6-carboxylate N=1N=CC=2C1NC(=NC2)C(=O)[O-]